dioleoyl-amine C(CCCCCCC\C=C/CCCCCCCC)(=O)NC(CCCCCCC\C=C/CCCCCCCC)=O